ClC1=NC=C(C(=O)O)C(=C1)N[C@H](CF)C (S)-6-chloro-4-((1-fluoropropane-2-yl)amino)nicotinic acid